2-(2-((2E)-4-(dimethylamino)-2-butenoyl)-2,6-diazaspiro[3.4]octan-6-yl)-4-(2-fluorophenyl)-7-(4-methyl-1,3-thiazol-5-yl)-5,6,7,8-tetrahydro-1,7-naphthyridine-3-carbonitrile CN(C/C=C/C(=O)N1CC2(C1)CN(CC2)C2=NC=1CN(CCC1C(=C2C#N)C2=C(C=CC=C2)F)C2=C(N=CS2)C)C